FC(C1=CC=C(C=C1)C#CCC(=O)C1=CC=CC=C1)(F)F 2-(4-trifluoromethylphenylethynyl)acetophenone